butyl (3R,4R)-4-(aminomethyl)-3-hydroxypiperidine-1-carboxylate NC[C@@H]1[C@H](CN(CC1)C(=O)OCCCC)O